2-(3-(7-chloro-6-(4-hydroxyphenyl)-2-oxo-1,2-dihydroquinolin-3-yl)phenyl)acetic acid ClC1=C(C=C2C=C(C(NC2=C1)=O)C=1C=C(C=CC1)CC(=O)O)C1=CC=C(C=C1)O